C(C=C)(=O)N1[C@@H](CC1)COC=1C(=NC=NC1N)C=1C(=C(C=C(C1)F)NC(C1=C(C=C(C=C1)C1CC1)F)=O)C (S)-N-(3-(5-((1-propenoylazetidin-2-yl)methoxy)-6-aminopyrimidin-4-yl)-5-fluoro-2-methylphenyl)-4-cyclopropyl-2-fluorobenzamide